1-(4-((5-chlorothiophen-2-yl)(cyano)methylene)piperidine-1-carbonyl)piperidine-4-sulfonamide ClC1=CC=C(S1)C(=C1CCN(CC1)C(=O)N1CCC(CC1)S(=O)(=O)N)C#N